(7-((1H-Pyrrolo[2,3-b]pyridin-1-yl)methyl)-2-azaspiro[3.5]nonan-2-yl)((1s,3s)-3-hydroxy-3-methylcyclobutyl)methanone N1(C=CC=2C1=NC=CC2)CC2CCC1(CN(C1)C(=O)C1CC(C1)(C)O)CC2